tertiary amyl peroxyneodecanoate C(CCCCCC(C)(C)C)(=O)OOC(C)(C)CC